1-(8-fluoro-7-(7-fluoro-3-(methoxymethoxy)-8-((triisopropylsilyl)ethynyl)naphthalene-1-yl)-5-Methoxy-2-(methylthio)pyrido[4,3-d]pyrimidin-4-yl)piperidine-3-carbonitrile FC1=C(N=C(C2=C1N=C(N=C2N2CC(CCC2)C#N)SC)OC)C2=CC(=CC1=CC=C(C(=C21)C#C[Si](C(C)C)(C(C)C)C(C)C)F)OCOC